3-(4-hydroxy-3',5'-bis((methylsulfonyl)-amino)biphenyl-2-yl)propanamide OC1=CC(=C(C=C1)C1=CC(=CC(=C1)NS(=O)(=O)C)NS(=O)(=O)C)CCC(=O)N